CN1N=C(C=C1C(=O)N[C@@H](C)C1=NC(=NO1)C1=NC=CC(=N1)C(F)(F)F)C(F)(F)F (S)-1-methyl-3-(trifluoromethyl)-N-(1-(3-(4-(trifluoromethyl)pyrimidin-2-yl)-1,2,4-oxadiazol-5-yl)ethyl)-1H-pyrazole-5-carboxamide